O1COC2=C1C=CC(=C2)CC2(NC(=NC(=C2)C=2C=C1CCNC1=CC2)N)N 4-(benzo[d][1,3]dioxol-5-ylmethyl)-6-(indolin-5-yl)pyrimidine-2,4-diamine